BrC1=C2C=CN(C2=CC(=C1OC1=CC(=NC=C1)C#N)F)O 4-(4-bromo-6-fluoro-1-hydroxy-indol-5-yl)oxypyridine-2-carbonitrile